1,3'-dimethyl-2,2'-dioxospiro[indoline-3,5'-oxazolidine]-6-carboxylic acid methyl ester COC(=O)C1=CC=C2C(=C1)N(C(C21CN(C(O1)=O)C)=O)C